ClC=1C=CC(=C(C1)C1=CC(N(C=C1OC)C(C(=O)NC1=CC(=C(C(=O)N)C=C1)F)CC)=O)C1=NOC(=C1)C(F)F 4-({2-[4-{5-chloro-2-[5-(difluoromethyl)-1,2-oxazol-3-yl]phenyl}-5-methoxy-2-oxopyridin-1(2H)-yl]butanoyl}amino)-2-fluorobenzamide